6-methyl-benzofuran-4-ol CC=1C=C2C(C=CO2)=C(C1)O